C1N(CCC2=CC=CC=C12)CCNC([C@@H](CC1=CNC2=CC=CC=C12)NCC=1OC=CC1)=O (R)-N-(2-(3,4-dihydroisoquinolin-2(1H)-yl)ethyl)-2-((furan-2-ylmethyl)amino)-3-(1H-indol-3-yl)propanamide